3,13,19-trimethyltricosanoic acid CC(CC(=O)O)CCCCCCCCCC(CCCCCC(CCCC)C)C